ClC1=C(OC2=CC(=C(C=C2)C2C(O2)(C)CN2N=CN=C2)C(F)(F)F)C=CC=C1 1-((3-(4-(2-chlorophenoxy)-2-(trifluoromethyl)phenyl)-2-methyl-oxiran-2-yl)methyl)-1H-1,2,4-triazole